ICCCCCCCCC\C=C/CCO (3Z)-13-iodo-3-tridecen-1-ol